ClC1=NC=C(C(=N1)NC1=C(C=CC=C1)I)Cl 2,5-dichloro-N-(2-iodophenyl)pyrimidin-4-amine